FC(C(=O)O)(F)F.C1N(CC12CNC2)CCOC2=C1C(N(C(C1=CC=C2)=O)C2C(NC(CC2)=O)=O)=O [2-(2,6-diazaspiro[3.3]hept-2-yl)ethoxy]-2-(2,6-dioxo-3-piperidinyl)isoindoline-1,3-dione trifluoroacetate